N-((6-(4-chlorophenyl)imidazo[2,1-b]oxazol-5-yl)methyl)-2-(3,4-dichlorophenyl)ethan-1-amine ClC1=CC=C(C=C1)C=1N=C2OC=CN2C1CNCCC1=CC(=C(C=C1)Cl)Cl